C(C)(C)(C)OC(=O)N1CCC2(CN(C2)CCN2CC(N(CC2)C2=CC(=CC=C2)C2(CNC3=NC=CC(=C32)Cl)C3CC3)=O)CC1 (2-{2-[4-(3-{4-chloro-3-cyclopropyl-1H-pyrrolo[2,3-b]pyridin-3-yl}phenyl)-3-oxopiperazin-1-yl]ethyl}-2,7-diazaspiro[3.5]nonan-7-yl)carboxylic acid tert-butyl ester